ethyl 3-isopropylbicyclo[2.2.1]hept-5-ene-2-carboxylate C(C)(C)C1C(C2C=CC1C2)C(=O)OCC